(R)-2'-Chloro-N-(5-(3-hydroxypyrrolidine-1-carbonyl)-5,6-dihydro-4H-pyrrolo[3,4-d]thiazol-2-yl)-5'-methoxy-6-methyl-[4,4'-bipyridine]-3-carboxamide ClC1=NC=C(C(=C1)C1=C(C=NC(=C1)C)C(=O)NC=1SC2=C(N1)CN(C2)C(=O)N2C[C@@H](CC2)O)OC